C(C)[C@H]1OC2=C(C=NC=3C=CC=CC23)CN(C1)C(=O)OC(C)(C)C tert-butyl (R)-2-ethyl-2,3-dihydro-[1,4]oxazepino[6,7-C]quinoline-4(5H)-carboxylate